E,E-8,10-tetradecadienal C(CCCCCC\C=C\C=C\CCC)=O